N-(6-(4-cyanopiperidin-1-yl)-2,2-dimethyl-2,3-dihydrobenzo-furan-5-yl)pyrazolo[1,5-a]pyrimidine-3-carboxamide C(#N)C1CCN(CC1)C1=CC2=C(CC(O2)(C)C)C=C1NC(=O)C=1C=NN2C1N=CC=C2